2-methyl-1-[[6-methyl-4-[2-[[6-methyl-2-(methylamino)pyrimidin-4-yl]amino]pyrazolo[1,5-a]pyridin-5-yl]-3-pyridyl]oxy]propan-2-ol CC(COC=1C=NC(=CC1C1=CC=2N(C=C1)N=C(C2)NC2=NC(=NC(=C2)C)NC)C)(C)O